OC=1C=C(CNC2=C3N=CN(C3=NC=N2)[C@H]2[C@@H](O)[C@H](O)[C@H](O2)CO)C=CC1OC 6-(3-hydroxy-4-methoxybenzylamino)-9-β-D-arabinofuranosylpurine